C(C)(=O)OC1=C(C(=C(C(=C1OC)C)OC)NC(C)=O)C1=CC(=CC=C1)OC 6-Acetamido-3,3',5-trimethoxy-4-methyl-[1,1'-biphenyl]-2-yl acetate